OC1=C(C=C(C=C1C(C)(C)CC(C)(C)C)C(C)(C)C1=CC=CC=C1)N1N=C2C(=N1)C=CC=C2 2-(2-hydroxy-3-t-octyl-5-α-cumylphenyl)-2H-benzotriazole